(S)-3-(4-fluoro-4'-methoxy-2',5,6'-trimethyl-[1,1'-biphenyl]-3-yl)-3-((S)-2-(3-(2-(3-fluoroazetidin-1-yl)ethyl)-5-methyl-6-oxopyridazin-1(6H)-yl)-4-methylpentanamido)propionic acid FC1=C(C=C(C=C1C)C1=C(C=C(C=C1C)OC)C)[C@H](CC(=O)O)NC([C@H](CC(C)C)N1N=C(C=C(C1=O)C)CCN1CC(C1)F)=O